ClC1=C(C=C(OCC(=O)NC23CC(C(CC2)(CC3)C(=O)NCC3=CC(=CC=C3)F)O)C=C1)F 4-[2-(4-chloro-3-fluorophenoxy)acetamido]-N-[(3-fluorophenyl)methyl]-2-hydroxybicyclo[2.2.2]octane-1-carboxamide